S1C=CC2=C1SC=C2 Thieno(2,3-b)thiophene